ethan-1-amine trifluoroacetate FC(C(=O)O)(F)F.C(C)N